NC1=NC=NC=2N(C3=CC=C(C=C3C21)[N+](=O)[O-])CC(=O)N2[C@@H]1C[C@@]1(C[C@H]2C(=O)NC2=NC(=CC=C2)Br)C (1R,3S,5R)-2-(2-(4-amino-6-nitro-9H-pyrimido[4,5-b]indol-9-yl)acetyl)-N-(6-bromopyridin-2-yl)-5-methyl-2-azabicyclo[3.1.0]hexane-3-carboxamide